BrC=1C=C(C=CC1)N1CCC(CC1)C(=O)OC(C)(C)C tertbutyl 1-(3-bromophenyl)piperidine-4-carboxylate